BrC=1C=2N(C3=CC(=NC=C3C1)Cl)N=C(N2)C 4-bromo-8-chloro-2-methyl-[1,2,4]triazolo[1,5-a]1,6-naphthyridine